(7R)-2-{2-[1-(cyclopropylmethyl)-1H-indol-2-yl]-7-methoxy-1-{[1-(1,3-thiazole-4-carbonyl)azetidin-3-yl]methyl}-1H-1,3-benzodiazole-5-carbonyl}-2-azabicyclo[2.2.1]heptan-7-amine C1(CC1)CN1C(=CC2=CC=CC=C12)C1=NC2=C(N1CC1CN(C1)C(=O)C=1N=CSC1)C(=CC(=C2)C(=O)N2C1CCC(C2)[C@H]1N)OC